ClC1=CC(=C(C=N1)C(=O)OCC)NC(NC(C(Cl)(Cl)Cl)=O)=O ethyl 6-chloro-4-[(2,2,2-trichloroacetyl)carbamoylamino]pyridine-3-carboxylate